C12N(CC(NC1)C2)C=2C(=C1CN(C(C1=C(C2)F)=O)C2CNCCC2)F 3-(5-(2,5-diazabicyclo[2.2.1]heptane-2-yl)-4,7-difluoro-1-oxoisoindoline-2-yl)piperidine